6-bromo-5,5,6,6-tetrafluorohexane-1-ol BrC(C(CCCCO)(F)F)(F)F